(4S,5R)-4-Hydroxy-5-((R)-5H-imidazo[5,1-a]isoindol-5-yl)-4,5,6,7-tetrahydrobenzo[d]thiazol-2-carboxamid O[C@H]1[C@H](CCC2=C1N=C(S2)C(=O)N)[C@H]2N1C(C3=CC=CC=C23)=CN=C1